CC1=C(C=C2CCC3(CNCC3)NC2=N1)C=1N=NN(N1)C 7-methyl-6-(2-methyl-2H-tetrazol-5-yl)-3,4-dihydro-1H-spiro[1,8-naphthyridine-2,3'-pyrrolidine]